(S)-tert-butyl 3-((5-(2-(cyclopropanecarboxamido)pyrazolo[1,5-a]pyridin-5-yl)-1-(difluoromethyl)-1H-pyrazol-4-yl)oxy)pyrrolidine-1-carboxylate C1(CC1)C(=O)NC1=NN2C(C=C(C=C2)C2=C(C=NN2C(F)F)O[C@@H]2CN(CC2)C(=O)OC(C)(C)C)=C1